1-(2,4-dichlorophenyl)-5-methylpyrazole-3-carboxylic acid ethyl ester C(C)OC(=O)C1=NN(C(=C1)C)C1=C(C=C(C=C1)Cl)Cl